BrC1=CC2=C(S1)C=C(S2)C2=CC=C(C=C2)CCC 2-bromo-5-(4-propylphenyl)thieno[3,2-b]thiophene